ClC=1C=2N(C=C(C1)C1CN(C1)C(=O)OC(C)(C)C)C(=NN2)C Tert-butyl 3-{8-chloro-3-methyl-[1,2,4]triazolo[4,3-a]pyridin-6-yl}azetidine-1-carboxylate